C(N)(=O)C1=CC(=C(OCC=2C3=C(SC2C(=O)O)C=CC=C3F)C=C1)F 3-((4-carbamoyl-2-fluorophenoxy)methyl)-4-fluorobenzo[b]thiophene-2-carboxylic acid